1-(7-(2-amino-7-fluorobenzo[d]thiazol-4-yl)-6-chloro-2-((1-((dimethylamino)methyl)cyclopropyl)methoxy)-8-fluoroquinazolin-4-yl)azepan-4-ol NC=1SC2=C(N1)C(=CC=C2F)C2=C(C=C1C(=NC(=NC1=C2F)OCC2(CC2)CN(C)C)N2CCC(CCC2)O)Cl